2-[2'-(4-methyl-1,2,4-triazol-3-yl)-[1,1'-biphenyl]-3-yl]-6-{[(3R)-3-methylpiperidin-1-yl]methyl}-4-(trifluoromethyl)-3H-1,3-benzodiazole CN1C(=NN=C1)C1=C(C=CC=C1)C1=CC(=CC=C1)C=1NC2=C(N1)C=C(C=C2C(F)(F)F)CN2C[C@@H](CCC2)C